gamma-N-cyclohexylaminopropyltriethoxysilane C1(CCCCC1)NCCC[Si](OCC)(OCC)OCC